2,2-dimethylpropyl-lithium CC(C[Li])(C)C